ClC=1C=C(C=CC1F)N(C(=O)[C@H]1NC[C@H](C1)C#N)C([2H])([2H])[2H] (2s,4s)-N-(3-chloro-4-fluorophenyl)-4-cyano-N-(methyl-d3)pyrrolidine-2-carboxamide